C(C)(CC)[SiH3] sec-butylsilane